N-({2-[(2,6-dimethyltetrahydropyran-4-yl)oxy]-3,5-difluorophenyl}methyl)-5-{2-acetamidoimidazo[1,2-b]pyridazin-6-yl}-2,6-dimethylpyridine-3-carboxamide CC1OC(CC(C1)OC1=C(C=C(C=C1F)F)CNC(=O)C=1C(=NC(=C(C1)C=1C=CC=2N(N1)C=C(N2)NC(C)=O)C)C)C